FC1=CC=C(C=C1)C=1N=CN(C1C1=CC=NC=C1)CC(N1CCNCC1)=O 4-[4-(4-fluorophenyl)-1-[2-oxo-2-(piperazin-1-yl)ethyl]-1H-imidazol-5-yl]pyridin